N[C@@H]1CN(CC[C@H]1F)C1=NC2=C(N1CC1=NC=C(C#N)C=C1)C=C(C=C2)Cl 6-((2-((3R,4R)-3-Amino-4-fluoropiperidin-1-yl)-6-chloro-1H-benzo[d]imidazol-1-yl)methyl)nicotinonitril